1-allyl-1H-2,1-benzothiazin-4(3H)-one 2,2-dioxide C(C=C)N1S(CC(C2=C1C=CC=C2)=O)(=O)=O